ClC=1C(=NC=C(C1)C=1N=NN(N1)C)N1CCN(CC1)C(=O)C1=NOC(=N1)C1=C(C(=C(C(=C1)F)F)O)F (4-(3-Chloro-5-(2-methyl-2H-tetrazol-5-yl)pyridin-2-yl)piperazin-1-yl)(5-(2,4,5-trifluoro-3-hydroxyphenyl)-1,2,4-oxadiazol-3-yl)methanone